(1R,2R)-N-(7-chloro-6-(1-((3S,4S)-4-hydroxy-3-methyltetrahydrofuran-3-yl)piperidin-4-yl)isoquinolin-3-yl)-2-(2-methoxypropan-2-yl)cyclopropane-1-carboxamide ClC1=C(C=C2C=C(N=CC2=C1)NC(=O)[C@H]1[C@@H](C1)C(C)(C)OC)C1CCN(CC1)[C@]1(COC[C@H]1O)C